tert-butyl (E)-2-(4,4-dimethylpent-1-en-1-yl)morpholine-4-carboxylate CC(C/C=C/C1CN(CCO1)C(=O)OC(C)(C)C)(C)C